C(C)(C)(C)OC1CN(C1)C1=CC(N(N=C1)CC=1C(=NOC1C)C=1N=NC(=CC1)Cl)=O 5-(3-(tert-butoxy)azetidin-1-yl)-2-((3-(6-chloropyridazin-3-yl)-5-methylisoxazol-4-yl)methyl)pyridazin-3(2H)-one